COC1CCC(CC1)COC1=C(C=C(C=C1)S(=O)(=O)NC(C1=CC=CC=C1)=O)[N+](=O)[O-] N-((4-(((1r,4r)-4-methoxycyclohexyl)methoxy)-3-nitrophenyl)sulfonyl)benzamide